C1(CCC1)N(C(C(N)=O)=O)CC1=NC=C(C=C1)C(F)(F)F N'-cyclobutyl-N'-[[5-(trifluoromethyl)-2-pyridyl]methyl]oxamide